1-(4'-(4,4-difluoropiperidine-1-carbonyl)-2-((4-fluorophenyl)ethynyl)-[1,1'-biphenyl]-4-yl)-3-(2-(pyridin-3-yl)ethyl)urea FC1(CCN(CC1)C(=O)C1=CC=C(C=C1)C1=C(C=C(C=C1)NC(=O)NCCC=1C=NC=CC1)C#CC1=CC=C(C=C1)F)F